N1(CCNCCCNCCNCCC1)CC1=CC=C(C(=O)O)C=C1 4-[(1,4,8,11-tetraazacyclotetradec-1-yl)methyl]benzoic acid